NC=1C(NC2=C3C=CC=NC3=C(C=C2C1C1=C2C=NNC2=C(C=C1)F)I)=O 3-amino-6-iodo-4-(7-fluoro-1H-indazol-4-yl)-1H-1,7-phenanthroline-2-one